ClC1=C(C=C(C=C1)F)[C@@H]1NC(C2=C3C(=CC(=C12)C1=C(C(=O)N)C=C(C=C1F)C(F)(F)F)O[C@@H](C(N3)=O)C)=O ((3R,7R)-7-(2-chloro-5-fluorophenyl)-3-methyl-2,9-dioxo-1,2,3,7,8,9-hexahydro-[1,4]oxazino[3,2-e]isoindol-6-yl)-3-fluoro-5-(trifluoromethyl)benzamide